FC1=CC(=C(C=C1N1N=NC=C1)O)C1=NC=C(N=C1)N(C)[C@H]1[C@H]([C@@H]2CC[C@H](C1)N2)F 4-fluoro-2-(5-(((1S,2S,3R,5R)-2-fluoro-8-azabicyclo[3.2.1]octan-3-yl)(methyl)amino)pyrazin-2-yl)-5-(1H-1,2,3-triazol-1-yl)phenol